[C@@]12(CCC[C@H](CC1)N2C)N (S)-tropanamine